(6-chloro-3'-fluoro-[3,4'-bipyridine]-4-yl)methanol ClC1=CC(=C(C=N1)C1=C(C=NC=C1)F)CO